3-(4-(6-(benzenesulfonyl)imidazo[4,5-d]pyrrolo[2,3-b]pyridin-1(6H)-yl)-1H-pyrazole-1-yl)propionitrile C1(=CC=CC=C1)S(=O)(=O)N1C=CC=2C1=NC=C1C2N(C=N1)C=1C=NN(C1)CCC#N